C1(C(C=CC2=C1C=1C3=C(C=C4C=CC5=CC=CC2=C5C41)C=CC=C3)=O)=O dibenzpyrenedione